(S)-2-amino-N-((((S)-4-ethyl-11-(2-(N-isopropylmethylsulfonamido)ethyl)-3,14-dioxo-3,4,12,14-tetrahydro-1H-pyrano[3',4':6,7]indolizino[1,2-b]quinolin-4-yl)oxy)methyl)propanamide N[C@H](C(=O)NCO[C@@]1(C(OCC=2C(N3CC=4C(=NC=5C=CC=CC5C4CCN(S(=O)(=O)C)C(C)C)C3=CC21)=O)=O)CC)C